BrC1=CC=C(C=C1)C(C(=O)OCC)C(C)=O Ethyl 2-(4-bromophenyl)-3-oxobutanoate